FC1=CC(=C(C=C1)C(=O)N1[C@@H]2[C@@H](C[C@H](C1)CC2)OC2=NC=C(C=C2)C(F)(F)F)C2=NC=CC=N2 (4-fluoro-2-(pyrimidin-2-yl)phenyl)((1S,4R,6R)-6-((5-(trifluoromethyl)pyridin-2-yl)oxy)-2-azabicyclo[2.2.2]octan-2-yl)methanone